N-(6-(3-chloro-2-methylphenyl)benzo[d]thiazol-2-yl)-2-fluorocyclopropane-1-carboxamide ClC=1C(=C(C=CC1)C1=CC2=C(N=C(S2)NC(=O)C2C(C2)F)C=C1)C